(R)-8-chloro-N-[1-methylpiperidin-3-yl]pyrido[2,3-d]pyridazin-5-amine ClC=1N=NC(=C2C1N=CC=C2)N[C@H]2CN(CCC2)C